(5-amino-2-(pyridin-2-ylmethyl)-8-(quinolin-5-yl)-[1,2,4]triazolo[1,5-c]pyrimidin-7-yl)benzonitrile NC1=NC(=C(C=2N1N=C(N2)CC2=NC=CC=C2)C2=C1C=CC=NC1=CC=C2)C2=C(C#N)C=CC=C2